tert-butyl (S)-2-((4-methyl-3-((1-(7-(2-methyloxazol-5-yl)quinolin-5-yl)cyclopropyl)carbamoyl)phenoxy)methyl)azetidine-1-carboxylate CC1=C(C=C(OC[C@H]2N(CC2)C(=O)OC(C)(C)C)C=C1)C(NC1(CC1)C1=C2C=CC=NC2=CC(=C1)C1=CN=C(O1)C)=O